C(C=C)(=O)N1[C@H](CN(CC1)C1=NC(=NC=2C[C@@H]([C@H](CC12)C)C1=C2CCCC2=CC=C1)OC[C@H]1N(CCC1)C)CC#N 2-((S)-1-acryloyl-4-((6S,7S)-7-(2,3-dihydro-1H-inden-4-yl)-6-methyl-2-(((S)-1-methylpyrrolidin-2-yl)methoxy)-5,6,7,8-tetrahydroquinazolin-4-yl)piperazin-2-yl)acetonitrile